COC=1C=C2CN(CC2=CC1)C1=NC=CC(=N1)C1=NC=CC(=N1)C#CC1=C(C(=O)NC)C=CC=C1 ((2'-(5-methoxyisoindolin-2-yl)-[2,4'-bipyrimidin]-4-yl)ethynyl)-N-methylbenzamide